(5-cyclopropyl-1-fluoropent-1-en-4-yn-1-yl)-1,1'-biphenyl C1(CC1)C#CCC=C(F)C1=C(C=CC=C1)C1=CC=CC=C1